[Si](C)(C)(C(C)(C)C)O[C@H](COC1=NC=C(C=N1)N)C (S)-2-(2-((tert-butyldimethylsilyl)oxy)propoxy)pyrimidin-5-amine